Pyridine-2(3H)-thione N=1C(CC=CC1)=S